N,N'-di-Boc-2-furylguanidine C(=O)(OC(C)(C)C)N(C(=N)NC(=O)OC(C)(C)C)C=1OC=CC1